2-Methyl-pyridine N-oxide CC1=[N+](C=CC=C1)[O-]